1-dodecyl-3-methylimidazole phenylalanine salt N[C@@H](CC1=CC=CC=C1)C(=O)O.C(CCCCCCCCCCC)N1CN(C=C1)C